5,5'-diallyl-2'-hydroxy-[1,1'-biphenyl]-2-yl (E)-3-(4-methoxyphenyl)acrylate COC1=CC=C(C=C1)/C=C/C(=O)OC1=C(C=C(C=C1)CC=C)C1=C(C=CC(=C1)CC=C)O